2-ethyl-3-hydroxy-N-[4-(2-oxo-2,3-dihydro-1H-naphtho[1,2-e][1,4]-diazepin-5-yl)phenyl]benzamide C(C)C1=C(C(=O)NC2=CC=C(C=C2)C=2C3=C(NC(CN2)=O)C2=CC=CC=C2C=C3)C=CC=C1O